C(CCCCCCC=C)OC(COC(C1=CC=CC=C1)(C1=CC=CC=C1)C1=CC=CC=C1)COCCCCCCCC=C ((2,3-bis(non-8-en-1-yloxy)propoxy)methanetriyl)tribenzene